ClC1=CC=C(C=C1)[C@@]1(N(C(C2=CC(=CC(=C12)F)C(C=1C=NN(C1)C)O)=O)CC1=CC=C(C=N1)C#N)O[C@@H]1COCC1 6-{[(1R)-1-(4-Chlorophenyl)-7-fluoro-5-[hydroxy(1-methyl-1H-pyrazol-4-yl)methyl]-3-oxo-1-[(3S)-oxolan-3-yloxy]-2,3-dihydro-1H-isoindol-2-yl]methyl}pyridin-3-carbonitril